(1-(7-bromo-8-fluoro-2-(((2R,7aS)-2-fluorotetrahydro-1H-pyrrolizin-7a(5H)-yl)methoxy)-6-(trifluoromethyl)quinazolin-4-yl)piperidin-4-yl)methanol BrC1=C(C=C2C(=NC(=NC2=C1F)OC[C@]12CCCN2C[C@@H](C1)F)N1CCC(CC1)CO)C(F)(F)F